N-((3R,4S)-7-FLUORO-3-(3-FLUOROAZETIDIN-1-YL)CHROMAN-4-YL)-2-(TRIFLUOROMETHYL)-1H-INDOL-4-AMINE FC1=CC=C2[C@@H]([C@H](COC2=C1)N1CC(C1)F)NC=1C=2C=C(NC2C=CC1)C(F)(F)F